C(C)N(C(C=CC1=CC=C(C=C1)OC)=O)CC N,N-diethyl-3-(4-methoxyphenyl)acrylamide